ClCC=1SC(=C(N1)C)OC1=C(C=C(C=C1)N1N=CN(C1=O)CC1=C(C=CC=C1F)F)F 2-(4-{[2-(chloromethyl)-4-methyl-1,3-thiazol-5-yl]oxy}-3-fluorophenyl)-4-[(2,6-difluorophenyl)methyl]-1,2,4-triazol-3-one